(E)-N-(4-(1-(6-(4-(6-((2-(2,6-dioxopiperidin-3-yl)-1,3-dioxoisoindolin-4-yl)thio)hexyl)piperazin-1-yl)pyridazine-3-carbonyl)piperidin-4-yl)butyl)-3-(pyridin-3-yl)acrylamide O=C1NC(CCC1N1C(C2=CC=CC(=C2C1=O)SCCCCCCN1CCN(CC1)C1=CC=C(N=N1)C(=O)N1CCC(CC1)CCCCNC(\C=C\C=1C=NC=CC1)=O)=O)=O